6-cyclopropyl-1-(4-(difluoromethoxy)phenyl)-3-(1-methyl-6-oxo-1,6-dihydropyridin-3-yl)thieno[2,3-b]pyrazin-2(1H)-one C1(CC1)C1=CC2=C(N=C(C(N2C2=CC=C(C=C2)OC(F)F)=O)C2=CN(C(C=C2)=O)C)S1